3-{[1-(4-chloro-3-fluorophenyl)-1H-1,2,3,4-tetrazol-5-yl]methyl}-1-{[1-(4-chloro-3-fluorophenyl)-1H-1,2,4-triazol-5-yl]methyl}-1-ethylurea ClC1=C(C=C(C=C1)N1N=NN=C1CNC(N(CC)CC1=NC=NN1C1=CC(=C(C=C1)Cl)F)=O)F